4-(5-chloro-1-(3-cyclopropylpropyl)-3-(nicotinamido)-1H-pyrazolo[3,4-b]pyridin-6-yl)phenyl (3-(dimethylamino)propyl)carbamate CN(CCCNC(OC1=CC=C(C=C1)C1=C(C=C2C(=N1)N(N=C2NC(C2=CN=CC=C2)=O)CCCC2CC2)Cl)=O)C